NC=1C(NC(N(N1)C1=CC(=C(C(=C1)Cl)OC=1C=C2C(=CC(=NC2=CC1)C=1SC(=CC1)C(F)(F)F)C)Cl)=O)=O 6-amino-2-(3,5-dichloro-4-((2-(5-trifluoromethylthiophen-2-yl)-4-methylquinolin-6-yl)oxy)phenyl)-1,2,4-triazine-3,5(2H,4H)-dione